C(N)([S-])=S.[Mo+4].C(N)([S-])=S.C(N)([S-])=S.C(N)([S-])=S molybdenum di-thiocarbamate